1,3-bis-(N-2-(hydroxyethyl)stearoylamino)-2-hydroxypropane OCCC(C(=O)NCC(CNC(C(CCCCCCCCCCCCCCCC)CCO)=O)O)CCCCCCCCCCCCCCCC